C(CCC)N1CCN(CC1)C1CCN(CC1)C1CCN(CC1)C1=NC2=CC=C(C=C2C=C1S(=O)(=O)C1=CC=C(C=C1)OCCCCCCCCCCCCCCCCCCCCCC)S(=O)C 4-(4-butylpiperazin-1-yl)-[1,4'-bipiperidin]-1'-yl-3-((4-(docosyloxy)phenyl)sulfonyl)-6-(methylsulfinyl)quinoline